FC1(CN(CC[C@H]1NC1=NN2C(C(=N1)OC)=C(C(=C2)F)C=2C=CC1=C(N(C=N1)CC(F)F)C2)C2(COC2)[2H])F (R)-N-(3,3-difluoro-1-(oxetan-3-yl-3-d)piperidin-4-yl)-5-(1-(2,2-difluoroethyl)-1H-benzo[d]imidazol-6-yl)-6-fluoro-4-methoxypyrrolo[2,1-f][1,2,4]triazin-2-amine